3-(trifluoromethyl)-4,5,6,7-tetrahydro-1H-indol-4-ol FC(C1=CNC=2CCCC(C12)O)(F)F